[Br-].C(CCCCCCCCCCCCCCCCC)[N+](CCCC)(CCCC)CCCC octadecyl-trin-butylammonium bromide